5-(2-pyridyl)-N-[3-[6-(trifluoromethoxy)-1H-benzo[d]imidazol-2-yl]phenyl]pyrimidin-2-amine N1=C(C=CC=C1)C=1C=NC(=NC1)NC1=CC(=CC=C1)C1=NC2=C(N1)C=C(C=C2)OC(F)(F)F